N-((4,6-dimethyl-2-oxo-1,2-dihydropyridin-3-yl)methyl)-5-(ethyl-(tetrahydro-2H-pyran-4-yl)amino)-4-methyl-4'-(morpholinomethyl)-[1,1'-biphenyl]-3-carboxamide CC1=C(C(NC(=C1)C)=O)CNC(=O)C=1C=C(C=C(C1C)N(C1CCOCC1)CC)C1=CC=C(C=C1)CN1CCOCC1